C(#N)C1=CC=C(C=C1)CCNC1=CN=C(N(C1=O)CC(=O)O)C1=CC=CC=C1 2-[5-[2-(4-Cyanophenyl)ethylamino]-6-oxo-2-phenyl-pyrimidin-1-yl]acetic acid